N-ethyl-5-fluoro-2-[6-(1-{6-[4-(2-hydroxyethyl)piperazin-1-yl]-2-methylhexan-3-yl}azetidin-3-yl)-3-methylimidazo[1,5-a]pyrazin-8-yl]-N-(isopropyl)benzamide C(C)N(C(C1=C(C=CC(=C1)F)C=1C=2N(C=C(N1)C1CN(C1)C(C(C)C)CCCN1CCN(CC1)CCO)C(=NC2)C)=O)C(C)C